C(C)(C)(C)OC(=O)N1CC2(C1)CC(C2)CN2N=C(C=C2C(F)F)C 6-[[5-(difluoromethyl)-3-methyl-pyrazol-1-yl]methyl]-2-azaspiro[3.3]heptane-2-carboxylic acid tert-butyl ester